5-fluoro-2-methylisonicotinate FC1=CN=C(C=C1C(=O)[O-])C